2-[(6-bromo-4-phenylquinolin-2-yl)oxy]acetic acid BrC=1C=C2C(=CC(=NC2=CC1)OCC(=O)O)C1=CC=CC=C1